ClC=1C=C(C=CC1Cl)NC(=O)N1[C@H]2CC3=C(C=NC(=C3F)F)[C@@H]1CC2 (6R,9S)-N-(3,4-dichlorophenyl)-3,4-difluoro-6,7,8,9-tetrahydro-5H-6,9-epiminocyclohepta[c]pyridine-10-carboxamide